N,N-dimethylpiperidine-3-carboxamide CN(C(=O)C1CNCCC1)C